4-(4-fluorophenyl)-1-(5-methyloxazol-2-yl)butan-2-one FC1=CC=C(C=C1)CCC(CC=1OC(=CN1)C)=O